CCC(CC)N1N=CC(=C1)C=1C=2N(C=C(N1)C=1C=NN(C1)CC1(COC1)CO)N=CC2 (3-((4-(4-(1-(pentan-3-yl)-1H-pyrazol-4-yl)pyrazolo[1,5-a]pyrazin-6-yl)-1H-pyrazol-1-yl)methyl)oxetan-3-yl)methanol